4-amino-5-chloro-2,1,3-benzothiadiazole NC1=C(C=CC2=NSN=C21)Cl